ClC1=CC=CC=2SC(=CC21)C(=O)[O-] 4-chlorobenzo[b]thiophene-2-carboxylate